chloro-4''-((2,6-difluorophenyl)methoxy)-3-(2-hydroxypropan-2-yl)-5',6''-dimethyl-2H,2''H-[1,2':4',1''-terpyridin]-2,2''-dione ClC1=C(C(N(C=C1)C1=NC=C(C(=C1)N1C(C=C(C=C1C)OCC1=C(C=CC=C1F)F)=O)C)=O)C(C)(C)O